ClC1=C(C=CC=C1Cl)SC=1C=2N(C(=NC1)N1CCC3(CCCN3)CC1)C=CN2 8-((2,3-dichlorophenyl)thio)-5-(1,8-diazaspiro[4.5]decan-8-yl)imidazo[1,2-c]pyrimidine